FC=1C=NC(=NC1)C=1CCN(CC1)C(=O)C=1N=C(C2=C(N1)OC(=C2)C)NC2(CC2)C [4-(5-fluoropyrimidin-2-yl)-1,2,3,6-tetrahydropyridine-1-carbonyl]-6-methyl-N-(1-methylcyclopropyl)furo[2,3-d]pyrimidin-4-amine